C(C1=CC=CC=C1)(=O)N1CN(CC(C1=O)C(=O)OCC=C)C(=O)OC(C)(C)C 5-Allyl 1-(tert-butyl) 3-benzoyl-4-oxotetrahydropyrimidine-1,5(2H)-dicarboxylate